N-{4-[(1S,3S)-2-benzyl-3-butyl-9-methyl-1H,2H,3H,4H,9H-pyrido[3,4-b]indol-1-yl]phenyl}adamantan-1-amine C(C1=CC=CC=C1)N1[C@H](C=2N(C3=CC=CC=C3C2C[C@@H]1CCCC)C)C1=CC=C(C=C1)NC12CC3CC(CC(C1)C3)C2